BrC1=C2C(=NC=C1F)N(C=C2)COCC[Si](C)(C)C 4-Bromo-5-fluoro-1-((2-(trimethylsilyl)ethoxy)methyl)-1H-pyrrolo[2,3-b]pyridine